2-(3-chlorophenyl)-dibenzothiophene-4-boronic acid ClC=1C=C(C=CC1)C1=CC2=C(SC3=C2C=CC=C3)C(=C1)B(O)O